(7R,14R)-1-(difluoromethoxy)-11-((3-fluoroazetidin-3-yl)ethynyl)-6-(methyl-d3)-6,7-dihydro-7,14-methanobenzo[f]benzo[4,5]imidazo[1,2-a][1,4]diazocin FC(OC1=CC=CC2=CN([C@H]3C=4N(C(=C21)C3)C3=C(N4)C=CC(=C3)C#CC3(CNC3)F)C([2H])([2H])[2H])F